C(C)(C)C1=CNC2=NC=CC(=C21)C=2NC1=CC=C(C=C1C2C)C2CCNCC2 3-isopropyl-4-(3-methyl-5-(piperidin-4-yl)-1H-indol-2-yl)-1H-pyrrolo[2,3-b]pyridine